N[C@@H]1C[C@@H](CC1)[C@H](C)NC=1C=C(C=CC1C(F)(F)F)C1=NNC(O1)=O 5-[3-({(1S)-1-[(1R,3S)-3-aminocyclopentyl]ethyl}amino)-4-(trifluoromethyl)phenyl]-1,3,4-oxadiazol-2(3H)-one